[I-].OCC[N+]1=CC(C2=CC=CC=C12)(C)C 1-(2-hydroxyethyl)-3,3-dimethyl-3H-indol-1-ium iodide